tert-butyl 4-[(3S)-1-[1-(2,6-dioxopiperidin-3-yl)-3-methyl-2-oxo-1,3-benzodiazol-5-yl]pyrrolidin-3-yl]piperidine-1-carboxylate O=C1NC(CCC1N1C(N(C2=C1C=CC(=C2)N2C[C@@H](CC2)C2CCN(CC2)C(=O)OC(C)(C)C)C)=O)=O